C12(C(CC(CC1)C2)O)O Bicyclo[2.2.1]heptan-1,2-diol